(7S,13S)-13-(difluoromethyl)-9-(2,6-difluorophenyl)-4,7-dimethyl-16-thia-2,3,5,8-tetrazatetracyclo[8.6.0.02,6.011,15]hexadeca-1(10),3,5,8,11(15)-pentaene FC([C@H]1CC=2C=3C(=N[C@H](C4=NC(=NN4C3SC2C1)C)C)C1=C(C=CC=C1F)F)F